ethylene glycol 3,3,5-trimethyl-cyclohexyl-acrylate CC1(CC(CC(C1)C)C(C(=O)OCCO)=C)C